ClC(C)C1=C(SC2=C1OC(=C(C2=O)C)C2=CC=CC=C2)C 3-(1-Chloroethyl)-2,6-dimethyl-5-phenyl-7H-thieno[3,2-b]pyran-7-one